OC(CC(=O)[O-])C.[Mg+2].OC(CC(=O)[O-])C magnesium [3-hydroxybutyrate]